3-(3-chloro-2-methoxyanilino)-2-(3-{[(2S)-2-methyloxetan-2-yl]methoxy}pyridin-4-yl)-1,5,6,7-tetrahydro-4H-pyrrolo[3,2-c]pyridin-4-one ClC=1C(=C(NC2=C(NC3=C2C(NCC3)=O)C3=C(C=NC=C3)OC[C@]3(OCC3)C)C=CC1)OC